4-(aminomethyl)phenylboronic acid pinacol ester NCC1=CC=C(C=C1)B1OC(C)(C)C(C)(C)O1